(2S)-1-(2,3,5,6-Tetrafluoropyridin-4-yl)pyrrolidine-2-carboxylic acid FC1=NC(=C(C(=C1F)N1[C@@H](CCC1)C(=O)O)F)F